ClC=1N=C2N3C(CC(CCCN4C=CC(S(NC(C2=CC1)=O)(=O)=O)=N4)C3)(C)C 4-Chloro-20,20-dimethyl-10λ6-thia-1,3,9,14,22-pentaazatetracyclo[16.2.1.111,14.02,7]docosa-2,4,6,11(22),12-pentaene-8,10,10-trione